C(ON1C(CCC2=CC=C(C=C12)CCN1CCN(CC1)C1=CC(=CC2=C1C=CS2)F)=O)(OC)=O (7-(2-(4-(6-fluorobenzothiophen-4-yl) piperazin-1-yl) ethyl)-2-oxo-3,4-dihydroquinolin-1(2H)-yl) methyl carbonate